BrC1=NC=C(C=N1)OCC1=C(C=CC=C1C(F)(F)F)C 2-bromo-5-{[2-methyl-6-(trifluoromethyl)phenyl]methoxy}pyrimidine